4-(((6-bromoquinolin-2-yl)oxy)methyl)-5-cyclopropyl-3-(2,6-dichlorophenyl)isoxazole BrC=1C=C2C=CC(=NC2=CC1)OCC=1C(=NOC1C1CC1)C1=C(C=CC=C1Cl)Cl